(R/S)-3-(3-(((R)-4-Ethyl-1,1-dioxido-3,4-dihydro-2H-pyrido[2,3-b][1,4,5]oxathiazepin-2-yl)methyl)-4-methylphenyl)-3-(3-methyl-[1,2,4]triazolo[4,3-a]pyridin-7-yl)propanoic acid C(C)[C@@H]1CN(S(C2=C(O1)N=CC=C2)(=O)=O)CC=2C=C(C=CC2C)[C@@H](CC(=O)O)C2=CC=1N(C=C2)C(=NN1)C |&1:23|